FC=1C(=CC2=C(C(=NO2)N2C(N3[C@H](CC2)C([C@@H](C3)NS(=O)(=O)C3CC3)(F)F)=O)C1C1=C(C=C(C=C1F)F)F)F N-{(4aR,6R)-2-[5,6-difluoro-4-(2,4,6-trifluorophenyl)-1,2-benzoxazol-3-yl]-5,5-difluoro-1-oxooctahydropyrrolo[1,2-c]pyrimidin-6-yl}cyclopropanesulfonamide